(1R,5S)-N-(2-amino-2-oxoethyl)-8-(7-(3-hydroxynaphthalen-1-yl)-2-(((S)-1-methylpyrrolidin-2-yl)methoxy)quinazolin-4-yl)-3,8-diazabicyclo[3.2.1]octane-3-carboxamide NC(CNC(=O)N1C[C@H]2CC[C@@H](C1)N2C2=NC(=NC1=CC(=CC=C21)C2=CC(=CC1=CC=CC=C21)O)OC[C@H]2N(CCC2)C)=O